Cl.C12CN(CC(CC1)N2)C=2C=CC=1N=CN=C(C1N2)NC2=CC(=C(C=C2)CC2=CC1=C(N(C=N1)C)C=C2)C 6-(3,8-diazabicyclo[3.2.1]octan-3-yl)-N-(3-methyl-4-((1-methyl-1H-benzo[d]imidazol-5-yl)methyl)phenyl)pyrido[3,2-d]pyrimidin-4-amine hydrochloride